5'-((dimethylamino)-methyl)-2'-((5-meth-oxy-1-methyl-1H-pyrazole-3-yl)meth-yl)-7'-((2-(methyl-amino)-1H-imidazol-1-yl)methyl)-2',3'-dihydro-1'H-spiro-[cyclopropan-1,4'-isoquinoline] CN(C)CC1=C2C3(CN(CC2=CC(=C1)CN1C(=NC=C1)NC)CC1=NN(C(=C1)OC)C)CC3